2-(9H-Fluoren-2-yl)-4,4,5,5-tetramethyl-[1,3,2]dioxaborolane C1=C(C=CC=2C3=CC=CC=C3CC12)B1OC(C(O1)(C)C)(C)C